CN(C)CCCN(CCO)CCCN(C)C Bis(dimethylaminopropyl)-2-hydroxyethylamine